FC1=C(OCCC=2C(=NN(C2C)C)C(C)O)C(=CC=C1F)C=1C=CC=2N(C1)C(=CN2)CNC 1-(4-(2-(2,3-difluoro-6-(3-((methylamino)methyl)imidazo[1,2-a]pyridin-6-yl)phenoxy)ethyl)-1,5-dimethyl-1H-pyrazol-3-yl)ethan-1-ol